O[C@H]1CC(N([C@H]1C)CC=1C=NC(=CC1)OC1=CC=C(C=C1)C)=O (4S,5S)-4-hydroxy-5-methyl-1-{[6-(4-methylphenoxy)pyridine-3-yl]methyl}pyrrolidine-2-one